C(C)(C)(C)OC(=O)N1CCC(CC1)N1N=NC(=C1C)Br 4-(4-Bromo-5-methyl-1H-1,2,3-triazol-1-yl)piperidine-1-carboxylic acid tert-butyl ester